(R)-4-(2-(1,1-dioxidothiomorpholino)ethyl)-8-(4-fluorophenyl)-3-oxo-N-(1-(2-(trifluoromethyl)pyrimidin-5-yl)ethyl)-3,4-dihydro-2H-benzo[b][1,4]oxazine-6-carboxamide O=S1(CCN(CC1)CCN1C2=C(OCC1=O)C(=CC(=C2)C(=O)N[C@H](C)C=2C=NC(=NC2)C(F)(F)F)C2=CC=C(C=C2)F)=O